NC1=CC=C(N=N1)C#CCN(C(=O)[C@H]1N(CCC1)C1=NC(=CC(=C1C#N)C(F)(F)F)C)C1=CC=C(C=C1)F (S)-N-(3-(6-aminopyridazin-3-yl)prop-2-yn-1-yl)-1-(3-cyano-6-methyl-4-(trifluoromethyl)pyridin-2-yl)-N-(4-fluorophenyl)pyrrolidine-2-carboxamide